(S)-Methyl 2-(((1-((4-cyano-3-(trifluoromethyl)phenyl)amino)-3-(4-fluoro-1H-pyrazol-1-yl)-2-methyl-1-oxopropan-2-yl)oxy)methyl)acrylate C(#N)C1=C(C=C(C=C1)NC([C@@](CN1N=CC(=C1)F)(C)OCC(C(=O)OC)=C)=O)C(F)(F)F